N1(C=NC=C1)CCCN(C(=O)C1CC1)C=1SC2=C(N1)C=CC(=C2)CNC(OC(C)(C)C)=O 1-tert-butyl ((2-(N-(3-(1H-imidazol-1-yl)propyl)cyclopropanecarboxamido)benzo[d]thiazol-6-yl)methyl)carbamate